OCCN(CCO)CN1N=NC2=C1C=CC=C2C 2-[2-hydroxyethyl-[(4-methylbenzotriazol-1-yl)methyl]amino]ethanol